3-(((2-(4-bromophenyl)cyclopropyl)amino)methyl)-N-hydroxybenzamide TFA Salt OC(=O)C(F)(F)F.BrC1=CC=C(C=C1)C1C(C1)NCC=1C=C(C(=O)NO)C=CC1